C=1(C(=CC=C2C(=CC(=CC12)C(=O)O)C(=O)O)C(=O)O)C(=O)O 1,2,5,7-naphthalenetetracarboxylic acid